(2Z,4E)-5-(2-hydroxy-1,3-dimethyl-5-oxobicyclo[4.1.0]hept-3-en-2-yl)-3-methylpenta-2,4-dienoic acid OC1(C2(CC2C(C=C1C)=O)C)/C=C/C(=C\C(=O)O)/C